C(C)(C)C1=CC=C(C=C1)C=1N=C2N(C=CC=N2)C1CN1C2CN(C(C1)CC2)C(=O)OC(C)(C)C tert-Butyl 5-{[2-(4-isopropylphenyl)imidazo[1,2-a]pyrimidin-3-yl]methyl}-2,5-diazabicyclo[2.2.2]octane-2-carboxylate